(Z)-1-acetyl-2-((6-(2-((tetrahydro-2H-pyran-2-yl)oxy)ethoxy)quinolin-2-yl)methylene)indolin-3-one 1,2,4-tri-hydroxy-3,5-benzenedisulfonate OC1=C(C(=C(C(=C1)S(=O)(=O)O)O)S(=O)(=O)O)O.C(C)(=O)N1\C(\C(C2=CC=CC=C12)=O)=C/C1=NC2=CC=C(C=C2C=C1)OCCOC1OCCCC1